NC1CCN(CC1)C=1C=C(C=CC1)NC1C(NC(CC1)=O)=O 3-((3-(4-aminopiperidin-1-yl)phenyl)amino)piperidine-2,6-dione